tert-butyl (2-((S)-2,2-dimethylcyclopropane-1-carbonyl)-6-(thiazole-5-carbonyl)-2,6-diazaspiro[3.4]octan-8-yl)carbamate CC1([C@H](C1)C(=O)N1CC2(C1)CN(CC2NC(OC(C)(C)C)=O)C(=O)C2=CN=CS2)C